ClC1=CC(=C(C=C1)N1C(N2[C@@H](CN([C@@H](C2)C)C(=O)OC(C)(C)C)C1)=O)C(F)(F)F tert-Butyl (6R,8aR)-2-[4-chloro-2-(trifluoromethyl)phenyl]-6-methyl-3-oxo-5,6,8,8a-tetrahydro-1H-imidazo[1,5-a]pyrazine-7-carboxylate